NC=1C=C(C=CC1)C=1C(NC(C1C1=CN(C2=CC=CC=C12)C)=O)=O 3-(3-aminophenyl)-4-(1-methyl-1H-indol-3-yl)-1H-pyrrole-2,5-dione